4-(4-((methylamino)methyl)-5-(tetrahydro-2H-pyran-4-yl)thiazole-2-yl)-7-(pyridin-4-yl)isoquinolin-1-amine CNCC=1N=C(SC1C1CCOCC1)C1=CN=C(C2=CC(=CC=C12)C1=CC=NC=C1)N